(S)-4-(4-(5-(trifluoromethyl)thiophen-3-yl)piperidine-2-yl)benzoic acid methyl ester COC(C1=CC=C(C=C1)[C@H]1NCCC(C1)C1=CSC(=C1)C(F)(F)F)=O